C(#N)CC1(CCN(CC1)CC1=CC=C(C=C1)C1=CC(=CC=C1)COC)N1N=C(C(=C1)C(=O)N)NC(=O)C1CC1 1-[4-(cyanomethyl)-1-[[4-[3-(methoxymethyl)phenyl]phenyl]methyl]-4-piperidyl]-3-(cyclopropanecarbonylamino)pyrazole-4-carboxamide